3-nitrophenyl-((2R,6S)-2,6-dimethylmorpholinyl)methanone monohydrochloride Cl.[N+](=O)([O-])C=1C=C(C=CC1)C(=O)N1C[C@H](O[C@H](C1)C)C